tert-butyl N-[2-[[1-[4-[3-[(4-methoxyphenyl)methyl]-2,4-dioxo-hexahydropyrimidin-1-yl]phenyl]-4-piperidyl]methoxy]ethyl]carbamate COC1=CC=C(C=C1)CN1C(N(CCC1=O)C1=CC=C(C=C1)N1CCC(CC1)COCCNC(OC(C)(C)C)=O)=O